ClC1=NC(=NC=C1C#N)NC1CCC(CC1)OC 4-chloro-2-((1r,4r)-4-methoxycyclohexylamino)pyrimidine-5-carbonitrile